1-(3-difluoromethoxy-benzyl)-3-(3-difluoromethyl-cyclobutyl)-urea FC(OC=1C=C(CNC(=O)NC2CC(C2)C(F)F)C=CC1)F